O1CC(C1)S(=O)(=O)C1(CC1)CO [1-(oxetan-3-ylsulfonyl)cyclopropyl]methanol